2-[2-(2-hydroxyethylsulfanyl)phenyl]sulfanylethanol OCCSC1=C(C=CC=C1)SCCO